C1(CC1)CC(=O)NC1=NC=C(C=C1)C=1C=C2C(N(C=NC2=CC1)CCC)=O 2-Cyclopropyl-N-(5-(4-oxo-3-propyl-3,4-dihydro-quinazolin-6-yl)pyridin-2-yl)acetamide